N-(3-nitrophenyl)-2-(phenylamino)acetamide METHYLMALATE COC(C(O)CC(=O)O)=O.[N+](=O)([O-])C=1C=C(C=CC1)NC(CNC1=CC=CC=C1)=O